1-(3-bromophenyl)-3-(3-methylsulfanylphenyl)urea BrC=1C=C(C=CC1)NC(=O)NC1=CC(=CC=C1)SC